3-methyl-4-(5-methyl-1-(tetrahydro-2H-pyran-2-yl)-1H-indazol-4-yl)quinoline CC=1C=NC2=CC=CC=C2C1C1=C2C=NN(C2=CC=C1C)C1OCCCC1